NCC1CC2(C(N(C3=CN=C(C=C32)NC3=NC2=C(C=CC=C2C=C3)C(F)(F)F)C([2H])([2H])[2H])=O)C1 (1r,3r)-3-(aminomethyl)-1'-(methyl-d3)-5'-((8-(trifluoromethyl)quinolin-2-yl)amino)spiro[cyclobutane-1,3'-pyrrolo[2,3-c]pyridin]-2'(1'H)-one